1-((2S,3S)-2-hydroxy-3-((3R,5R,8R,9R,10S,13S,14S,17R)-3-hydroxy-3,13-dimethylhexadecahydro-1H-cyclopenta[a]phenanthren-17-yl)butyl)-1H-pyrazole-4-carbonitrile O[C@H](CN1N=CC(=C1)C#N)[C@@H](C)[C@H]1CC[C@H]2[C@@H]3CC[C@@H]4C[C@](CC[C@@H]4[C@H]3CC[C@]12C)(C)O